N1[C@@H](CC1)CN1C=C(C2=CC=C(C=C12)C=1C=NNC1F)C(=O)C1COC2=CC=C(C=C2C1)OC [1-[[(2S)-Azetidin-2-yl]methyl]-6-(5-fluoro-1H-pyrazol-4-yl)indol-3-yl]-(6-methoxychroman-3-yl)methanone